ClC1=C(C[C@H]2NC(=NOC2)C2=C(N=NC=C2OC2=CC(=CC=C2)Cl)C)C=CC(=C1)C |r| (5RS)-5-(2-chloro-4-methylbenzyl)-3-[5-(3-chlorophenoxy)-3-methylpyridazin-4-yl]-5,6-dihydro-4H-1,2,4-oxadiazine